4-Phenylsulfanyl-6-[1-[(3S)-3-piperidyl]pyrazol-4-yl]pyrazolo[1,5-a]pyridine-3-carbonitrile C1(=CC=CC=C1)SC=1C=2N(C=C(C1)C=1C=NN(C1)[C@@H]1CNCCC1)N=CC2C#N